C(C=C)(=O)N1CC(C1)CN1C(C(N(C2=CC(=C(C=C12)Cl)C1=C(C(=O)N)C=CC(=C1)N)C1=C(C=CC=C1C)C(C)C)=O)=O 2-(1-((1-acryloylazetidin-3-yl)methyl)-7-chloro-4-(2-isopropyl-6-methylphenyl)-2,3-dioxo-1,2,3,4-tetrahydroquinoxalin-6-yl)-4-aminobenzamide